2-(5-(methyl(piperidin-4-yl)amino)pyrazin-2-yl)-5-(1H-pyrazol-4-yl)phenol CN(C=1N=CC(=NC1)C1=C(C=C(C=C1)C=1C=NNC1)O)C1CCNCC1